FC1=CC=C(C=C1)C1CN2CCCC2=C(C1=O)C(=O)OC methyl 6-(4-fluorophenyl)-7-oxo-1,2,3,5,6,7-hexahydroindolizine-8-carboxylate